C(C)OC(=O)C1=NC=C(C=C1C(=O)OCC)CC 5-ethyl-pyridine-2,3-dicarboxylic acid diethyl ester